BrC=1C(=C(C=CC1)C1=C(C(=NC=C1)Cl)F)F 4-(3-bromo-2-fluorophenyl)-2-chloro-3-fluoropyridine